ClC=1C=C2CNC(NC2=CC1)=S 6-chloro-3,4-dihydroquinazolin-2(1H)-thione